tert-butyl 6-(5-bromo-1,3-benzothiazol-2-yl)-2-azaspiro[3.3]heptane-2-carboxylate BrC=1C=CC2=C(N=C(S2)C2CC3(CN(C3)C(=O)OC(C)(C)C)C2)C1